Monoprenyl-isoflavone C(C=C(C)C)C=1OC2=CC=CC=C2C(C1C1=CC=CC=C1)=O